N[C@H](C(=O)O)CC1=COC2=C1C=CC=C2 (S)-2-amino-3-(benzofuran-3-yl)propionic acid